6-bromo-8-(4,4-difluoropiperidin-1-yl)-7-fluoro-3-iodoquinoline BrC=1C=C2C=C(C=NC2=C(C1F)N1CCC(CC1)(F)F)I